trimethyl-ethan CC(C)(C)C